(1R,3R)-N-((1R,2R,4S)-7-cyano-7-azabicyclo[2.2.1]heptan-2-yl)-3-(2,5-dichlorophenyl)cyclopentanecarboxamide C(#N)N1[C@H]2[C@@H](C[C@@H]1CC2)NC(=O)[C@H]2C[C@@H](CC2)C2=C(C=CC(=C2)Cl)Cl